5-amino-6-methoxyisoindol-1-one NC=1C=C2C=NC(C2=CC1OC)=O